BrC1=CC=C(C(=O)C2(CCN(CC2)C(C(F)(F)F)=O)F)C=C1 1-[4-(4-bromobenzoyl)-4-fluoro-piperidin-1-yl]-2,2,2-trifluoroethanone